FC(C(=O)N1C2CC(CC1CC2)NC2=C1C=CC=NC1=CC(=N2)NC=2SC(=CN2)CO)F 2,2-difluoro-1-((3-exo)-3-((7-((5-(hydroxymethyl)thiazol-2-yl)amino)-1,6-naphthyridin-5-yl)amino)-8-azabicyclo[3.2.1]oct-8-yl)ethan-1-one